[NH4+].P(=O)(OCCN(CC1=CC(=CC=C1)OC)C(CCC1=CC(=CC=C1)OCCCCCCCCCC)=O)(O)O 2-[{3-[3-(Decyloxy)phenyl]propanoyl}(3-methoxybenzyl)amino]ethyl dihydrogen phosphate ammonium salt